NC=1N=C2N(C=C(C=C2)C2=C(C(=CC=C2)F)C=C)C1C(=O)[C@H]1[C@H](C1)F (2-amino-6-(3-fluoro-2-vinylphenyl)imidazo[1,2-a]pyridin-3-yl)((1s,2s)-2-fluorocyclopropyl)methanone